diphenyl (6-methylpyridin-2-yl)(phenylamino)methylphosphonate CC1=CC=CC(=N1)C(NC1=CC=CC=C1)P(OC1=CC=CC=C1)(OC1=CC=CC=C1)=O